C(C)C1OC=2CC(CC(C2C(C1)C)=O)C 2-ethyl-4,7-dimethyl-2,3,4,6,7,8-hexahydro-5H-chromen-5-one